FC1=CC(=C(C#N)C=C1)N1CCN(CC1)C(CCC=1NC(C2=C(C=CC=C2C1)F)=O)=O 4-fluoro-2-(4-(3-(8-fluoro-1-oxo-1,2-dihydroisoquinolin-3-yl)propionyl)piperazin-1-yl)benzonitrile